FC1=NC(=CC=C1S(=O)(=O)Cl)C 2-fluoro-6-methylpyridine-3-sulfonyl chloride